C1(=CC=C(C=C1)N(C1=CC=C(C=C1)C1=CC(=C(C=C1)C1=CC=CC=C1)C1=CC=CC=C1)C1=CC=CC=C1)C1=CC=CC=C1 biphenyl-4-yl-phenyl-(2'-phenyl-[1,1':4',1'']terphenyl-4''-yl)-amine